SC1=CC=C(C=C1C(=O)O)CC=1C=C(C(=O)O)C(=CC1)S 6,6'-dimercapto-3,3'-methylenedibenzoic acid